8-benzyloxy-5-{2-hydroxy-1-[2-(3-benzyloxyphenyl)-ethylamino]ethyl}-(1H)-quinolin-2-one C(C1=CC=CC=C1)OC=1C=CC(=C2C=CC(NC12)=O)C(CO)NCCC1=CC(=CC=C1)OCC1=CC=CC=C1